CC1=C(C=CC=C1C(F)(F)F)C(C)NC1=NC=2N(C3=CC=C(C=C13)N1CCOCC1)C=NN2 [1-(2-methyl-3-trifluoromethyl-phenyl)-ethyl]-(7-morpholin-4-yl-[1,2,4]triazolo[4,3-a]quinazolin-5-yl)-amine